N-((2S)-1,1-dicyclopropyl-3-((2-fluoro-4-(1-oxo-1-((2,2,2-trifluoroethyl)amino)propan-2-yl)-5-(trifluoromethyl)phenyl)amino)-3-oxopropan-2-yl)-1-isopropyl-1H-pyrazole-5-carboxamide C1(CC1)C([C@@H](C(=O)NC1=C(C=C(C(=C1)C(F)(F)F)C(C(NCC(F)(F)F)=O)C)F)NC(=O)C1=CC=NN1C(C)C)C1CC1